(5RS)-5-(Pyrrolidin-1-ylcarbonyl)-5,6,7,8-tetrahydro[1,2,4]triazolo[4,3-a]pyridin-3(2H)-one N1(CCCC1)C(=O)[C@H]1CCCC=2N1C(NN2)=O |r|